N-(5-cyano-4-((2-methoxyethyl)amino)pyridin-2-yl)-7-formyl-6-(3-methyl-2-oxopyrrolidin-1-yl)-3,4-dihydro-1,8-naphthyridine-1(2H)-carboxamide C(#N)C=1C(=CC(=NC1)NC(=O)N1CCCC2=CC(=C(N=C12)C=O)N1C(C(CC1)C)=O)NCCOC